(R)-(1-((5-bromoisoquinolin-6-yl)oxy)-3-phenylpropan-2-yl)carbamic acid tert-butyl ester C(C)(C)(C)OC(N[C@@H](COC=1C(=C2C=CN=CC2=CC1)Br)CC1=CC=CC=C1)=O